8-((R)-3-amino-piperidin-1-yl)-xanthine N[C@H]1CN(CCC1)C1=NC=2NC(NC(C2N1)=O)=O